6-((3-chloro-4-((4-methoxybenzyl)oxy)phenyl)amino)-3-morpholinoquinoxaline-5-carbonitrile ClC=1C=C(C=CC1OCC1=CC=C(C=C1)OC)NC1=C(C=2N=C(C=NC2C=C1)N1CCOCC1)C#N